ClC=1C=C2C=C(NC2=CC1OCC1=CC(=NO1)C)CNC(=O)C1CC(C1)O (1R,3R)-N-((5-chloro-6-((3-methylisoxazol-5-yl)methoxy)-1H-indol-2-yl)methyl)-3-hydroxycyclobutane-1-carboxamide